(S)-N-((S)-1-(5-(6-cyanonaphthalen-2-yl)-1H-imidazol-2-yl)-7-oxononyl)-6-methyl-6-azaspiro[2.5]octane-1-carboxamide C(#N)C=1C=C2C=CC(=CC2=CC1)C1=CN=C(N1)[C@H](CCCCCC(CC)=O)NC(=O)[C@H]1CC12CCN(CC2)C